1-(tert-butyl) 4-propyl 1,4-diazepane-1,4-dicarboxylate N1(CCN(CCC1)C(=O)OCCC)C(=O)OC(C)(C)C